8-((3,3,3-trifluoropropyl)amino)-7,8,9,10-tetrahydro-5H-cyclohepta[b]naphthalene-5,11(6H)-dione FC(CCNC1CCC2=C(C(C=3C=CC=CC3C2=O)=O)CC1)(F)F